3-fluoro-4-[[6-(1,2,3,6-tetrahydropyridin-4-yl)-2-pyridyl]oxymethyl]benzonitrile FC=1C=C(C#N)C=CC1COC1=NC(=CC=C1)C=1CCNCC1